NC1=NC=C2C(=N1)N(C(N(C2)C2=C(C=CC=C2C)F)=O)CC2CCNCC2 7-amino-3-(2-fluoro-6-methyl-phenyl)-1-(4-piperidylmethyl)-4H-pyrimido[4,5-d]pyrimidin-2-one